C(CCC)(=O)NC1=C(C(=CC=C1)C(NC=1SC(=CN1)[N+](=O)[O-])=O)CC(=O)[O-] 2-butyramido-6-((5-nitrothiazol-2-yl)carbamoyl)phenylacetate